1-(2-(1H-indol-3-yl)ethyl)-2-((3-oxaspiro[5.5]undecan-9-yl)methyl)-6,7-dimethoxy-1,2,3,4-tetrahydroisoquinoline N1C=C(C2=CC=CC=C12)CCC1N(CCC2=CC(=C(C=C12)OC)OC)CC1CCC2(CCOCC2)CC1